CC1=NC(=CC=C1)C#CC1=CC=C(C=C1)C1=NN(C=C1C=1N(N=CC1)C)C 2-methyl-6-[2-[4-[1-methyl-4-(2-methylpyrazol-3-yl)pyrazol-3-yl]phenyl]ethynyl]pyridine